6-methoxy-1-(tetrahydro-2H-pyran-2-yl)-4-(4,4,5,5-tetramethyl-1,3,2-dioxaborolan-2-yl)-1H-indazole COC1=CC(=C2C=NN(C2=C1)C1OCCCC1)B1OC(C(O1)(C)C)(C)C